F[P-](F)(F)(F)(F)F.ClC1=CC2=C(N(N=N2)C2(OCCN(C2)NC(=O)N)N(C)C)C=C1 N-[(5-chloro-1H-benzotriazol-1-yl)-dimethylamino-morpholino]-urea hexafluorophosphate